5-(2,5-dichloro-4-((1-(4-(2-cyclopropoxyphenyl)pyridin-3-yl)cyclopropoxy)methyl)phenyl)-N-(2,3-dihydroxypropyl)-N-((2S,3R,4R,5R)-2,3,4,5,6-pentahydroxyhexyl)pentanamide ClC1=C(C=C(C(=C1)COC1(CC1)C=1C=NC=CC1C1=C(C=CC=C1)OC1CC1)Cl)CCCCC(=O)N(C[C@@H]([C@H]([C@@H]([C@@H](CO)O)O)O)O)CC(CO)O